2-(4-methyl-1,2,5-oxadiazol-3-yl)-1-(4-(3-(1-methylcyclohexyl)-1,2,4-oxadiazol-5-yl)piperidin-1-yl)ethan-1-one CC=1C(=NON1)CC(=O)N1CCC(CC1)C1=NC(=NO1)C1(CCCCC1)C